C(C)OC(=O)C=1C(=NC2=CN=CC=C2C1)N1CCC(CCC1)(F)F.BrC1=C(C=CC=C1)C1=NOC=C1 3-(2-Bromophenyl)isoxazole ethyl-2-(4,4-difluoroazepan-1-yl)-1,7-naphthyridine-3-carboxylate